N1=C(C=C(C=C1)CN)C1=NC=CC=C1 2,2'-bipyridine-4-methylamine